N1C=C(C=2C1=CN=CC2)CC2C(N(C(S2)=S)CC)=O (Z)-5-((1H-pyrrolo[2,3-c]pyridin-3-yl)methyl)-3-ethyl-2-thioxothiazolidin-4-one